ClC1=C(NC2=NN(C=3C2=NC=C(C3)C=NCC(CO)O)C)C=CC=C1C1=CC3=C(OCCO3)C=C1 3-((3-(2-chloro-3-(1,4-benzodioxan-6-yl)anilino)-1-methylpyrazolo[4,5-b]pyridin-6-ylmethylene)amino)propan-1,2-diol